2-(((1r,4r)-4-(((4-Fluorophenyl)(pyridine-3-yl)carbamoyloxy)methyl)cyclohexyl)methoxy)acetic Acid FC1=CC=C(C=C1)N(C(=O)OCC1CCC(CC1)COCC(=O)O)C=1C=NC=CC1